Epoxy-p-Menthan C12(C(CC(CC1)C(C)C)O2)C